(4-(methylthio)-2-phenyl-5-(prop-1-en-2-yl)thieno[2,3-d]pyrimidin-6-yl)(piperidin-1-yl)Methyl ketone CSC=1C2=C(N=C(N1)C1=CC=CC=C1)SC(=C2C(=C)C)C(N2CCCCC2)C(=O)C(C2=C(C1=C(N=C(N=C1SC)C1=CC=CC=C1)S2)C(=C)C)N2CCCCC2